FC1(CCC(CC1)CC(=O)N1CC=2N=C(SC2C1)N1C2CN(CC1CC2)C)F 2-(4,4-difluorocyclohexyl)-1-(2-(3-methyl-3,8-diazabicyclo[3.2.1]octan-8-yl)-4,6-dihydro-5H-pyrrolo[3,4-d]thiazol-5-yl)ethan-1-one